S1C(=NC2=C1CCC2)N 4H,5H,6H-cyclopenta[d][1,3]thiazol-2-amine